C(C)(C)(C)[C@H]1OC2=CC=3N(C[C@H](N(S(C3C=C2C2=C1C=CC(=C2)C(=O)O)(=O)=O)C)CCCC)C2=CC=CC=C2 (5R,10R)-5-(tert-butyl)-10-butyl-11-methyl-8-phenyl-8,9,10,11-tetrahydro-5H-benzo[3,4]chromeno[7,6-f][1,2,5]thiadiazepine-2-carboxylic acid 12,12-dioxide